N-dimethylaminopropyl-(methyl)acrylamide tert-Butyl-(S)-(1-((3-(3-((3-carbamoyl-6-chloro-5-ethylpyrazin-2-yl)amino)phenoxy)propyl)amino)-1-oxopropan-2-yl)(methyl)carbamate C(C)(C)(C)OC(N(C)[C@H](C(=O)NCCCOC1=CC(=CC=C1)NC1=NC(=C(N=C1C(N)=O)CC)Cl)C)=O.CN(C)CCCNC(C(=C)C)=O